F[C@@H](C(=O)NC1=C(C=C(C=C1)NCC1=CC=C(C=C1)C(F)(F)F)N1CCCCC1)[C@@H](CCCCC)F (2S,3R)-2,3-difluoro-N-(2-(piperidin-1-yl)-4-((4-(trifluoromethyl)benzyl)amino)phenyl)octanamide